3-(3-(sec-butyl)-2-oxo-1,2,3,5-tetrahydro-4H-benzo[1,4]diazepin-4-yl)-4-((2-hydroxyethyl)amino)cyclobut-3-ene-1,2-dione C(C)(CC)C1C(NC2=C(CN1C=1C(C(C1NCCO)=O)=O)C=CC=C2)=O